N-(benzo[d]thiazol-2-yl)-5-nitrothiophene-2-carboxamide S1C(=NC2=C1C=CC=C2)NC(=O)C=2SC(=CC2)[N+](=O)[O-]